CO[Si](OC)(OC)CCCC(C(OCC)(OCC)OCC)SC(C(OCC)(OCC)OCC)CCC[Si](OC)(OC)OC Trimethoxysilylpropyltriethoxyethylsulfide